1-(3-chloro-2-fluorobenzyl)-4-((5-fluoro-6-(1-hydroxycyclopropyl)-2-((5-methyl-1H-pyrazol-3-yl)amino)pyrimidin-4-yl)methyl)piperidine-4-carboxylic acid ClC=1C(=C(CN2CCC(CC2)(C(=O)O)CC2=NC(=NC(=C2F)C2(CC2)O)NC2=NNC(=C2)C)C=CC1)F